N-((2R,3R,4R,5S,6R)-2-(4-((bis(6-((dimethyl(octyl)silyl)oxy)-6-(octyloxy)hexyl)amino)methyl)-1H-1,2,3-triazol-1-yl)-4,5-dihydroxy-6-(hydroxymethyl)tetrahydro-2H-pyran-3-yl)acetamide C[Si](OC(CCCCCN(CCCCCC(O[Si](C)(C)CCCCCCCC)OCCCCCCCC)CC=1N=NN(C1)[C@@H]1O[C@@H]([C@H]([C@@H]([C@H]1NC(C)=O)O)O)CO)OCCCCCCCC)(CCCCCCCC)C